BrC1CCCCCCCCCC(C1)C(=O)N 11-bromocyclododecanamide